NC1=CC=C(C=C1)C=1C(=C(N(N1)C)NC(C1=CC=C(C=C1)C(F)(F)F)=O)C N-[5-(4-aminophenyl)-2,4-dimethyl-pyrazol-3-yl]-4-(trifluoromethyl)benzamide